(E)-3-(4-Hydroxy-3-methoxyphenyl)-1-(4-nitrophenyl)prop-2-en-1-one OC1=C(C=C(C=C1)/C=C/C(=O)C1=CC=C(C=C1)[N+](=O)[O-])OC